N[C@@H]1C[C@H](N(C1)C(=O)C=1C=CC2=C(SC=C2Cl)C1)C=1SC=C(N1)C(=O)N[C@H](C(=O)NC)CCCCNC(=N)N 2-((2S,4R)-4-amino-1-(3-chlorobenzo[b]thiophene-6-carbonyl)pyrrolidin-2-yl)-N-((S)-6-guanidino-1-(methylamino)-1-oxohexan-2-yl)thiazole-4-carboxamide